4-(N-methyl-N-(3-(2-(3-methylpiperidin-1-yl)-acetylamino)-4-methoxyphenyl)-amino)coumarin CN(C1=CC(=C(C=C1)OC)NC(CN1CC(CCC1)C)=O)C1=CC(OC2=CC=CC=C12)=O